tert-Butyl (2R)-2-{1-[(tert-butyldimethylsilyl)oxy]ethyl}-4-[6-(2,5-dimethyl-1H-pyrrol-1-yl)-4-methoxypyridin-3-yl]piperazine-1-carboxylate [Si](C)(C)(C(C)(C)C)OC(C)[C@@H]1N(CCN(C1)C=1C=NC(=CC1OC)N1C(=CC=C1C)C)C(=O)OC(C)(C)C